C(C)(C)(C)OC(=O)N1CCN(CC1)C1=C(C=C(C=C1)NC=1N=C(N=NC1C(N)=O)SC)F 4-(4-((6-carbamoyl-3-(methylsulfanyl)-1,2,4-triazin-5-yl)amino)-2-fluorophenyl)piperazine-1-carboxylic acid tert-butyl ester